OC1=C2C3=C(C(OC2=CC(=C1C(=O)N1C=CC2=CC=CC=C12)CCCCC)(C)C)C=CC(=C3)C (1-hydroxy-6,6,9-trimethyl-3-pentyl-6H-benzo[c]chromen-2-yl)(1H-indol-1-yl)methanone